C(=O)C=1C=C(C2=C(C(=NO2)NC[C@@H](C)O)C1)C#N 5-formyl-3-(((R)-2-hydroxypropyl)amino)benzo[d]isoxazole-7-nitrile